N=1C=CN2C1N=CC(=C2)C=2C=C(N1N=C(N=C(C12)OC)NC1CCC2(CN(C2)C(C)=O)CC1)[2H] 1-(7-((5-(imidazo[1,2-a]pyrimidin-6-yl)-4-methoxypyrrolo[2,1-f][1,2,4]triazin-2-yl-7-d)amino)-2-azaspiro[3.5]nonan-2-yl)ethan-1-one